ClC1=C(C(=CC=C1Cl)O)[C@H]1CC(N(C1)C1=CC(=NC=C1)C)=S |r| rac-4-(2,3-dichloro-6-hydroxyphenyl)-1-(2-methylpyridin-4-yl)pyrrolidine-2-thione